4-[9-(4,4-difluorocyclohexyl)-2,3-dimethyl-4-oxo-pyrimido[1,2-b]pyridazin-7-yl]tetrahydropyran-2-carboxylic acid FC1(CCC(CC1)C=1C=2N(N=C(C1)C1CC(OCC1)C(=O)O)C(C(=C(N2)C)C)=O)F